C(C)(=O)O[C@H]1[C@@H](O[C@@H]([C@H]1OC(C)=O)COC(C)=O)[N+]1=CC(=CC=C1)C(=O)OC1=CC=C(C=C1)\C=C\C1=CC(=CC(=C1)OC(C)=O)OC(C)=O 1-((2R,3R,4R,5R)-3,4-diacetoxy-5-(acetoxymethyl)tetrahydrofuran-2-yl)-3-((4-((E)-3,5-diacetoxystyryl)phenoxy)carbonyl)pyridin-1-ium